1,2,3-trimethoxy-5-(4-methoxy-3-nitrostyryl)benzene COC1=C(C(=CC(=C1)C=CC1=CC(=C(C=C1)OC)[N+](=O)[O-])OC)OC